5-(4-bromo-2-fluorophenyl)-1-(1-methylpiperidin-4-yl)pyrazole-4-carboxylic acid ethyl ester C(C)OC(=O)C=1C=NN(C1C1=C(C=C(C=C1)Br)F)C1CCN(CC1)C